3-((5-(5-(difluoromethyl)-1,3,4-oxadiazole-2-yl)pyridine-2-yl)methyl)-5-fluoro-1-(1-(5-methylfuran-2-carbonyl)piperidine-4-yl)-1,3-dihydro-2H-benzo[d]imidazole-2-one FC(C1=NN=C(O1)C=1C=CC(=NC1)CN1C(N(C2=C1C=C(C=C2)F)C2CCN(CC2)C(=O)C=2OC(=CC2)C)=O)F